NC1=CC=C(C=C1)P([O-])([O-])=O 4-aminophenylphosphonate